NC1CCC(N(C1)C)CCN1C(=C(C2=CC=C(C(=C12)C=1C(=NN(C1C)C)C)Cl)CCCOC1=CC=CC2=CC(=CC=C12)F)C(=O)OC(C)(C)C tert-butyl 1-(2-(5-amino-1-methylpiperidin-2-yl)ethyl)-6-chloro-3-(3-((6-fluoronaphthalen-1-yl)oxy)propyl)-7-(1,3,5-trimethyl-1H-pyrazol-4-yl)-1H-indole-2-carboxylate